3-amino-4-(4-(1-methyl-1H-pyrazol-4-yl)phenyl)thieno[2,3-b]pyridine-2-carboxamide NC1=C(SC2=NC=CC(=C21)C2=CC=C(C=C2)C=2C=NN(C2)C)C(=O)N